4-((methyl(1-(3,3,5-trimethyl-2,3-dihydro-1H-pyrrolo[3,2-b]pyridine-1-carbonyl)piperidin-4-yl)amino)methyl)benzonitrile CN(C1CCN(CC1)C(=O)N1CC(C2=NC(=CC=C21)C)(C)C)CC2=CC=C(C#N)C=C2